ClC1=NC(=NC2=C1N(C=1C=C(C=C(C21)F)F)CC2=CC=C(C=N2)CP(OCC)(OCC)=O)C Diethyl ((6-((4-chloro-7,9-difluoro-2-methyl-5H-pyrimido[5,4-b]indol-5-yl)methyl)pyridin-3-yl)methyl)phosphonate